diethyl 2,3-diisopropyl-butanedioate C(C)(C)C(C(=O)OCC)C(C(=O)OCC)C(C)C